Cl.Cl.N1C(=NCC2=CC=CC=C12)SCCN1[C@H]2CO[C@@H](C1)C2 (1R,4R)-5-(2-((1,4-dihydro-quinazolin-2-yl)thio)ethyl)-2-oxa-5-azabicyclo[2.2.1]Heptane dihydrochloride